2-[(2R,5R)-2-(Methoxy-methyl)-5-methylpiperazin-1-yl]-1-{6-[(3-methoxy-phenyl)methyl]-3,3-dimethyl-1H,2H,3H-pyrrolo[3,2-c]pyridin-1-yl}ethan-1-one, hydrochloride salt Cl.COC[C@@H]1N(C[C@H](NC1)C)CC(=O)N1CC(C=2C=NC(=CC21)CC2=CC(=CC=C2)OC)(C)C